CC([O-])C.[Yb+3].CC([O-])C.CC([O-])C ytterbium(III) isopropoxide